3-amino-N-[(6S)-2-[(3R,4S)-3-amino-4-(difluoromethyl)pyrrolidin-1-yl]-5,6,7,8-tetrahydroquinolin-6-yl]-6-methylthieno[2,3-b]pyridine-2-carboxamide NC1=C(SC2=NC(=CC=C21)C)C(=O)N[C@@H]2CC=1C=CC(=NC1CC2)N2C[C@@H]([C@H](C2)C(F)F)N